S(N)(=O)(=O)C1=CC(=C(OCCCN2CCN(CC2)C(=O)OC(C)(C)C)C=C1)S(=O)(=O)C(F)(F)F tert-butyl 4-(3-(4-sulfamoyl-2-((trifluoromethyl)sulfonyl)phenoxy)propyl)piperazine-1-carboxylate